COC=1N=C2N(C(C1)=O)C=C(C=C2C(C)NC2=C(C(=O)O)C=CC=C2)C 2-((1-(2-methoxy-7-methyl-4-oxo-4H-pyrido[1,2-a]pyrimidin-9-yl)ethyl)amino)benzoic acid